sodium 4-phenyl-1-piperazinesulfonyl fluoride C1(=CC=CC=C1)N1CCN(CC1)S(=O)(=O)F.[Na]